C1(CC1)C=1C=C(C=C(C1)CCO)S(=O)(=O)N(CC1=CC=C(C=C1)OC)CC1=CC=C(C=C1)OC 3-cyclopropyl-5-(2-hydroxyethyl)-N,N-bis(4-methoxybenzyl)-benzene-sulfonamide